FC(C1=CC=C(C=C1)[C@@H]1C[C@H](C1)OC=1C=C2C(=CNC2=CC1)NC(=O)C12CC(C1)C2)(F)F N-(5-(trans-3-(4-(trifluoromethyl)phenyl)cyclobutoxy)-1H-indol-3-yl)bicyclo[1.1.1]pentane-1-carboxamide